C1(CC1)NC(=O)C1=NNC2=CC(=CC=C12)C=1C=NC(=C(C1)C(NC1CC(CCC1)C(=O)N1CCCC1)=O)OC[2H] N-cyclopropyl-6-[6-(deutero)methoxy-5-{[3-(pyrrolidine-1-carbonyl)cyclohexyl]carbamoyl}pyridin-3-yl]-1H-indazole-3-carboxamide